CN(CCON=C1C=2N(C=3C=CC(=CC13)[N+](=O)[O-])C(C1=C(N2)N=CC=C1)=O)C 11-((2-(dimethylamino)ethoxy)imino)-9-nitropyrido[2',3':4,5]pyrimido[1,2-a]indol-5(11H)-one